FC1CN(C1)C=1C=NNC(C1C(F)(F)F)=O (2R,3S)-3-fluoro-1-(6-oxo-5-(trifluoromethyl)-1,6-dihydropyridazin-4-yl)azetidin